2-fluoro-3-methylbenzenesulfonyl chloride FC1=C(C=CC=C1C)S(=O)(=O)Cl